C(C)P(=O)([O-])CCCC ethyl-butylhypophosphite